C(C)(C)(C)OC(=O)N1CC(N(CC1)CC=1C(=NOC1C(C)C)C1=C(C=CC=C1Cl)Cl)(C)C 4-[[3-(2,6-dichlorophenyl)-5-(propan-2-yl)-1,2-oxazol-4-yl]methyl]-3,3-dimethylpiperazine-1-carboxylic acid tert-butyl ester